O'-(2-((2-((3r,5r,7r)-adamantan-1-yl)acetoxy)methyl)-2-(hydroxymethyl)propane-1,3-diyl) dinonyl diadipate C(CCCCC(=O)OCCCCCCCCC)(=O)OCC(COC(CCCCC(=O)OCCCCCCCCC)=O)(CO)COC(CC12CC3CC(CC(C1)C3)C2)=O